C1(=CC=CC=C1)[O-].[Cs+] cesium phenolate salt